2-(6-(4-(4-(3-(2,6-dioxopiperidin-3-yl)benzyl)piperazin-1-yl)piperidin-1-yl)-1-oxoisoindolin-2-yl)-2-(5-fluoro-2-hydroxyphenyl)-N-(thiazol-2-yl)acetamide O=C1NC(CCC1C=1C=C(CN2CCN(CC2)C2CCN(CC2)C2=CC=C3CN(C(C3=C2)=O)C(C(=O)NC=2SC=CN2)C2=C(C=CC(=C2)F)O)C=CC1)=O